4-(1-Hydroxyethyl)-N,N-bis(4-methoxybenzyl)benzenesulfonamide OC(C)C1=CC=C(C=C1)S(=O)(=O)N(CC1=CC=C(C=C1)OC)CC1=CC=C(C=C1)OC